(2-(4-(9-benzyl-6-(1-methylcyclopropoxy)-9H-purin-8-yl)-3-chlorophenoxy)ethyl)glycine C(C1=CC=CC=C1)N1C2=NC=NC(=C2N=C1C1=C(C=C(OCCNCC(=O)O)C=C1)Cl)OC1(CC1)C